ClC1=CC(=C2COCC2=C1)[C@H](CCC1OCCCO1)N[S@@](=O)C(C)(C)C (S)-N-((S)-1-(6-chloro-1,3-dihydroisobenzofuran-4-yl)-3-(1,3-dioxan-2-yl)propyl)-2-methylpropane-2-sulfinamide